2-cyclopropyl-8-ethyl-6H-pyrido[2,3-d]pyridazin-5-one C1(CC1)C=1C=CC2=C(C(=NNC2=O)CC)N1